(1-Hydroxy-1-methylethyl)isopropylphosphinic acid OC(C)(C)P(O)(=O)C(C)C